BrC=1C=C(C2=C(OCCO2)C1)C=O 7-bromo-2,3-dihydrobenzo[b][1,4]dioxine-5-carbaldehyde